O1C(=CC=C1C(=O)OC(C)C)C=1OC(=CC1)C(=O)[O-] methylethyl 2,2'-bifuran-5,5'-dicarboxylate